CC1C(OC(O1)C)C The molecule is a dioxolane that is 1,3-dioxolane substituted by methyl groups at positions 2, 4 and 5 respectively. It has a role as a metabolite.